N[C@H](C(=O)NC1=CC(=C2C(=C1)NC(C21CCOCC1)=O)F)C1CCC(CC1)C (2S)-2-Amino-N-(4-fluoro-2-oxospiro[indoline-3,4'-tetrahydropyran]-6-yl)-2-(4-methylcyclohexyl)acetamide